Cl.COC(=O)[C@H]1C[C@@H](CC1)N (1R,3R)-3-aminocyclopentane-1-carboxylic acid methyl ester hydrochloride